C1=CC=C(C=C1)C2=CC=CC=C2N=[N+](C3=CC=CC=C3C4=CC=CC=C4)[O-] azoxybiphenyl